methyl 4-bromo-3-methoxy-1-(2-trimethylsilylethoxymethyl)pyrrole-2-carboxylate BrC=1C(=C(N(C1)COCC[Si](C)(C)C)C(=O)OC)OC